FC1=C2C(=NC=3N(C2=CC=C1)C(=NN3)C)N3CCCC1=C(C=CC=C31)N3CCC(CC3)(C#N)C 1-[1-(6-fluoro-1-methyl-[1,2,4]triazolo[4,3-a]quinazolin-5-yl)-3,4-dihydro-2H-quinolin-5-yl]-4-methyl-piperidine-4-carbonitrile